FC(S(=O)(=O)OC=1CC(CCC1)C(=O)OCC)(F)F 1-Ethyl 3-(trifluoromethylsulfonyloxy)cyclohex-3-ene-1-carboxylate